FC=1C(=C2C(=NC(=NN2C1)N[C@H]1[C@H](CN(CC1)C)F)OC([2H])([2H])[2H])C=1C=CC2=C(N(N=N2)CCF)C1 6-fluoro-N-((3S,4R)-3-fluoro-1-methylpiperidin-4-yl)-5-(1-(2-fluoroethyl)-1H-benzo[d][1,2,3]triazol-6-yl)-4-(methoxy-d3)pyrrolo[2,1-f][1,2,4]triazin-2-amine